8-acetyl-2-[(2S,6R)-2,6-dimethylmorpholin-4-yl]-6-methyl-chromen-4-one C(C)(=O)C=1C=C(C=C2C(C=C(OC12)N1C[C@@H](O[C@@H](C1)C)C)=O)C